ClC=1C(=C(C(=CC1Cl)Cl)OC(C(=O)OC1=C(C(=C(C=C1Cl)Cl)Cl)C(=O)OCC1=C(C=CC=C1C)C)=O)C(=O)OCC1=C(C=CC=C1C)C bis(3,4,6-trichloro-2-{[(2,6-dimethylphenyl) methoxy] carbonyl}phenyl)oxalate